S(=O)(=O)(S(=O)(=O)N)S(=O)(=O)N Sulfonyl-disulfonamide